tert-butyl-2-bromo-3-(pyridin-4-yl)-6,7-dihydropyrazolo[1,5-a]pyrazine C(C)(C)(C)C=1C=2N(CCN1)N=C(C2C2=CC=NC=C2)Br